dodecane Sodium benzenesulfonate C1(=CC=CC=C1)S(=O)(=O)[O-].[Na+].CCCCCCCCCCCC